OC1=C(CN(C2=C3C(=CC=C12)SC1=C3C=CC=C1)C1=CC=CC=C1)C(C(F)(F)F)=O 4-hydroxy-1-phenyl-3-(2,2,2-trifluoroethan-1-one-1-yl)-[1]benzothieno[2,3-h]quinolin